(4-(1-([1,4'-bipiperidin]-4-yl)-4-amino-1H-pyrazolo[3,4-d]pyrimidin-3-yl)benzyl)-5-fluoro-2-methoxybenzamide N1(CCC(CC1)N1N=C(C=2C1=NC=NC2N)C2=CC=C(CC=1C(=C(C(=O)N)C=C(C1)F)OC)C=C2)C2CCNCC2